1-({[1-(4,6-Diethoxypyridin-2-Yl)Ethyl](4-Phenylbutyl)Carbamoyl}Amino)-3,3-Difluorocyclobutane-1-Carboxylic Acid C(C)OC1=CC(=NC(=C1)OCC)C(C)N(C(=O)NC1(CC(C1)(F)F)C(=O)O)CCCCC1=CC=CC=C1